3-(trifluoromethoxy)phenylacetonitrile FC(OC=1C=C(C=CC1)CC#N)(F)F